4-(2-(4-bromo-2-fluorophenoxy)-5-nitrophenyl)-2,6-lutidine BrC1=CC(=C(OC2=C(C=C(C=C2)[N+](=O)[O-])C2=CC(=NC(=C2)C)C)C=C1)F